N1(C=NC=C1)C1=CC=C(CN(C=2SC=C(N2)COCCOCC2=CC(=CC=C2)OC)CC2=CC(=CC=C2)OC)C=C1 N-(4-(1H-imidazol-1-yl)benzyl)-N-(3-methoxybenzyl)-4-((2-(3-methoxybenzyloxy)ethoxy)methyl)thiazol-2-amine